benzyl (R)-7-(3-(3-hydroxy-5-(1H-1,2,3-triazol-1-yl)pyridin-2-yl)-7H-pyrrolo[2,3-c]pyridazin-7-yl)-4-azaspiro[2.5]octane-4-carboxylate OC=1C(=NC=C(C1)N1N=NC=C1)C1=CC2=C(N=N1)N(C=C2)[C@@H]2CCN(C1(CC1)C2)C(=O)OCC2=CC=CC=C2